[4-(5-Chlorooxazolo[4,5-b]pyridin-2-yl)piperazin-1-yl]-[6-[1-(2,2-dimethylpropyl)pyrazol-4-yl]-5-(trifluoromethyl)-3-pyridyl]methanone ClC1=CC=C2C(=N1)N=C(O2)N2CCN(CC2)C(=O)C=2C=NC(=C(C2)C(F)(F)F)C=2C=NN(C2)CC(C)(C)C